FC1=CC=C(C=C1)[C@H](C)NC1=NC=C(C=N1)C1=C2C=C(C(=CC2=CC2=C1C(OC2)=O)OC)OC (S)-9-(2-((1-(4-fluorophenyl)ethyl)amino)pyrimidin-5-yl)-6,7-dimethoxynaphtho[2,3-c]furan-1(3H)-one